C(#N)C=1C=C(C=C2C=CN(C12)C(=O)N1C[C@H](N(CC1)C=1C(=NC(=CC1)C1=C(C=CC=C1)OCC)C(=O)N[C@H]1CN(CC1)C)CC)F 3-[(2R)-4-(7-cyano-5-fluoro-1H-indole-1-carbonyl)-2-ethylpiperazin-1-yl]-6-(2-ethoxyphenyl)-N-[(3R)-1-methylpyrrolidin-3-yl]pyridine-2-carboxamide